C(C=CC1=CC=CC=C1)(=O)O[Si](C)(C)C trimethylsilyl cinnamate